tetraethylene glycol bis(chloroethyl) ether ClCCOCCOCCOCCOCCOCCCl